2'-Chloro-4'-(Chloromethyl)-4,5,5',6'-Tetrahydro-2H-Spiro[Furan-3,8'-Pyrano[3,4-b]Pyridine] ClC1=CC(=C2C(=N1)C1(OCC2)COCC1)CCl